NCCC1=CC=C(C=C1)CCN 1,4-Bis(aminoethyl)benzene